N-[5-[1-[[5-[5-(difluoromethyl)-1,3,4-oxadiazol-2-yl]thiophen-2-yl]methyl]triazol-4-yl]-2-hydroxyphenyl]morpholine-4-carboxamide FC(C1=NN=C(O1)C1=CC=C(S1)CN1N=NC(=C1)C=1C=CC(=C(C1)NC(=O)N1CCOCC1)O)F